3-(2,4-difluorophenoxy)-7-(1-(4,4-difluoropiperidin-1-yl)-2,2-difluoroethyl)-1,6-naphthyridine FC1=C(OC=2C=NC3=CC(=NC=C3C2)C(C(F)F)N2CCC(CC2)(F)F)C=CC(=C1)F